4-((3R)-3-Aminopyrrolidin-1-yl)-6,7-dihydro-5H-benzo[6,7]cyclohepta[1,2-d]pyrimidin-2-ylamine N[C@H]1CN(CC1)C=1C2=C(N=C(N1)N)C1=C(CCC2)C=CC=C1